NC1=C2N=CN(C2=NC(=N1)F)C#C[C@H]1C[C@@H]([C@H](O1)COP(=O)(OC1=CC=CC=C1)N[C@@H](CC1=CC=CC=C1)C(=O)OCCCCC(C(C(C(F)(F)F)(F)F)(F)F)(F)F)O 5,5,6,6,7,7,8,8,8-Nonafluorooctyl ((((2R,3S,5R)-5-(6-amino-2-fluoro-9H-purin-9-yl) ethynyl-3-hydroxytetrahydrofuran-2-yl)methoxy)(phenoxy)phosphoryl)-L-phenylalaninate